C(C)(C)(C)OC(=O)N(C1C(C1)C1=CC=CC=C1)CC1CCN(CC1)C1=CC=C(C=C1)/C=C/C(=O)OC methyl (E)-3-(4-(4-(((tert-butoxycarbonyl)(2-phenylcyclopropyl)amino)methyl)piperidin-1-yl)phenyl)acrylate